N-(3-fluoro-4-(1-methyl-6-(1-Boc-pyrazol-4-yl)-1H-indazol-5-yloxy)phenyl)-6-(Bocamino)-2-oxo-1-(4-fluorophenyl)-1,2-dihydropyridine-3-carboxamide FC=1C=C(C=CC1OC=1C=C2C=NN(C2=CC1C=1C=NN(C1)C(=O)OC(C)(C)C)C)NC(=O)C=1C(N(C(=CC1)NC(=O)OC(C)(C)C)C1=CC=C(C=C1)F)=O